heptacarbene C=CCCCCC